NC=1C(=C2C(=NC1)C=CS2)N[C@@H]2CC[C@H](CC2)CNC(OC(C)(C)C)=O tert-Butyl ([trans-4-[(6-aminothieno[3,2-b]pyridin-7-yl)amino]cyclohexyl]methyl)carbamate